2-(3-Hydroxypyrrolidin-3-yl)-N-methylacetamide OC1(CNCC1)CC(=O)NC